C(C)C1=C(C=C(C(=C1)O)F)C1=CC=C2C(=NNC2=C1)C=1NC=C(N1)CC1N(CCC(C1)O)C(=O)N ((2-(6-(2-ethyl-5-fluoro-4-hydroxyphenyl)-1H-indazol-3-yl)-1H-imidazol-4-yl)methyl)-4-hydroxypiperidine-1-carboxamide